C(CC)C(C(=O)NC1=NC(N([C@H]2C([C@H](O[Si](C)(C)C(C)(C)C)[C@@H](CO)O2)(F)F)C=C1)=O)CCC N4-(2-propylpentanoyl)-3'-O-tert-butyldimethylsilyl-2'-deoxy-2',2'-difluorocytidine